(2-(4-fluoropyridin-2-ylamino)-4-(pyridin-2-yl)thiazol-5-yl)methanol FC1=CC(=NC=C1)NC=1SC(=C(N1)C1=NC=CC=C1)CO